C(C=C)(=O)OCCC1CCCCC1 2-cyclohexylethyl acrylate